3-(4-methylfuran-3-yl)propan-1-ol CC=1C(=COC1)CCCO